Allopyranose OC1[C@H](O)[C@H](O)[C@H](O)[C@H](O1)CO